3-(methylsulfinyl)-1-propene CS(=O)CC=C